N=1C=NN2C1C=CC(=C2)C2=CC(=NN2C2=NC(=CC=C2)C)CC(=O)NC2=CC=C(C=C2)O 5-([1,2,4]Triazolo[1,5-a]pyridin-6-yl)-N-(4-hydroxyphenyl)-1-(6-methylpyridin-2-yl)-1H-pyrazol-3-carboxyamid